COC1=C(C(=O)P(CC(CC)CC2=CC=CC=C2)=O)C(=CC=C1)OC 2,6-dimethoxybenzoyl-2-benzylbutyl-phosphine oxide